O=C1CN(CC(N1)=O)CCNCC#CC1=C(C=C(C=C1)C1=C(C(=O)N)C=CC=C1)C(F)(F)F (4-(3-((2-(3,5-dioxopiperazin-1-yl)ethyl)amino)prop-1-yn-1-yl)-3-(trifluoromethyl)phenyl)benzamide